N-(2-cyano-4-fluorophenyl)-5-fluoro-4-(3-oxo-5,6-dihydro-3H-[1,2,4]triazolo[3,4-c][1,4]oxazin-2(8H)-yl)-2-{[(2S)-1,1,1-trifluoropropan-2-yl]oxy}benzamide C(#N)C1=C(C=CC(=C1)F)NC(C1=C(C=C(C(=C1)F)N1N=C2COCCN2C1=O)O[C@H](C(F)(F)F)C)=O